(3-(2-((1H-indazol-6-yl)oxy)acetylamino)bicyclo[1.1.1]pentan-1-yl)carbamic acid tert-butyl ester C(C)(C)(C)OC(NC12CC(C1)(C2)NC(COC2=CC=C1C=NNC1=C2)=O)=O